BrC=1C=C2C(=NC1)C(=NN2)C 6-bromo-3-methyl-1H-pyrazolo[4,3-b]pyridine